1,3,3-trimethyl-6-azabicyclo[3.2.1]octane CC12CC(CC(NC1)C2)(C)C